2-(2-fluoro-3,4-dihydroxy-5-methoxyphenyl)-N,N-dimethyl-1-(3-methyloxetan-3-yl)-1H-benzo[d]imidazole-6-carboxamide FC1=C(C=C(C(=C1O)O)OC)C1=NC2=C(N1C1(COC1)C)C=C(C=C2)C(=O)N(C)C